C(#N)[C@H](CC1C(NC2=CC=CC=C12)=O)NC(C(CC1CC1)NC(=O)C=1NC2=CC=CC(=C2C1)OC)=O N-(1-(((1S)-1-cyano-2-(2-oxoindolin-3-yl)ethyl)amino)-3-cyclopropyl-1-oxopropan-2-yl)-4-methoxy-1H-indole-2-carboxamide